C(C)(C)(C)C=1C=C(C=C(C1O)C(C)(C)C)CCC(=O)OCCCCCCOC(CCC1=CC(=C(C(=C1)C(C)(C)C)O)C(C)(C)C)=O hexamethylene bis-[3-(3,5-di-t-butyl-4-hydroxyphenyl) propionate]